C12COCC(CC1)N2C([C@@H](C)OC2=CC=C1C(=CN=C(C1=C2)Cl)C2=C(C=CC=C2)C)=O (2R)-1-(3-oxa-8-azabicyclo[3.2.1]octan-8-yl)-2-((1-chloro-4-(o-tolyl)isoquinolin-7-yl)oxy)propan-1-one